ClC1=C(C=2N=C(N=C(C2C=N1)N1CC(CCC1)(F)F)OC[C@]12CCCN2[C@@H](CC1)CO)F ((3S,7aS)-7a-(((7-Chloro-4-(3,3-difluoropiperidin-1-yl)-8-fluoropyrido[4,3-d]pyrimidin-2-yl)oxy)methyl)hexahydro-1H-pyrrolizin-3-yl)methanol